C(C)OC(=O)C=1C(NN(CC1O)C1=CC=C(C=C1)C(F)(F)F)=O 5-hydroxy-3-oxo-1-(4-trifluoromethylphenyl)-1,2,3,6-tetrahydropyridazine-4-carboxylic acid ethyl ester